butyl-titanium (iv) tributoxide [O-]CCCC.[O-]CCCC.[O-]CCCC.C(CCC)[Ti+3]